C=CC#C 1-buten-3-yne